C(C(C)C)NC1CCCC=2NC(C3=CC=CC=C3C12)=O (isobutylamino)-2,3,4,5-tetrahydro-1H-phenanthridin-6-one